N-methyl-1-benzenesulfonamide CNS(=O)(=O)C1=CC=CC=C1